Butyl-4-hydroxy-3,5-di-n-propyl-pyrazol C(CCC)N1N=C(C(=C1CCC)O)CCC